[Fe].[W].[Cr] chromium-tungsten-iron